FCCCN1C[C@@H](CC1)O N-(3-fluoro-propyl)-3-(R)-hydroxy-pyrrolidine